ClC=1C=CC(=C(C1)C1=NN(C=C1NC(=O)C=1C=NN2C1N=CC=C2)C[C@](CO)(C)O)OC (S)-N-(3-(5-chloro-2-methoxyphenyl)-1-(2,3-dihydroxy-2-methylpropyl)-1H-pyrazol-4-yl)pyrazolo[1,5-a]pyrimidine-3-carboxamide